(E)-4-(3-((1-methoxycyclopropyl)methyl)-5-(2-(1-(3-methoxyphenyl)ethylidene)hydrazinyl)-3H-imidazo[4,5-b]pyridin-7-yl)morpholine COC1(CC1)CN1C=NC=2C1=NC(=CC2N2CCOCC2)N/N=C(\C)/C2=CC(=CC=C2)OC